5,5-dimethyloxolan-3-amine CC1(CC(CO1)N)C